but-1,3-dien-1-ylfuran-2-carboxylate C(=CC=C)OC(=O)C=1OC=CC1